BrC1=NN=C(O1)[C@H]1CC[C@@H](CN1)NC(COC1=CC(=C(C=C1)Cl)Cl)=O N-[(3S,6R)-6-(5-bromo-1,3,4-oxadiazol-2-yl)piperidin-3-yl]-2-(3,4-dichlorophenoxy)acetamide